8-naphthyloxymethyl-tetracyclo[4.4.0.12,5.17,10]-3-dodecene C1(=CC=CC2=CC=CC=C12)OCC1C2C3C4C=CC(C3C(C1)C2)C4